8-(4-fluorobenzyl)-3,8-diazabicyclo[3.2.1]octane FC1=CC=C(CN2C3CNCC2CC3)C=C1